(Z,Z)-3,6-NONADIENYL ACETATE C(C)(=O)OCC\C=C/C\C=C/CC